2,4,6-Tris(2-hydroxy-4-ethoxycarbonylethyloxyphenyl)-1,3,5-triazine OC1=C(C=CC(=C1)OCCC(=O)OCC)C1=NC(=NC(=N1)C1=C(C=C(C=C1)OCCC(=O)OCC)O)C1=C(C=C(C=C1)OCCC(=O)OCC)O